4-[[4-(azetidin-3-ylmethyl)-1-piperidinyl]methyl]piperidine-1-carboxylic acid benzyl ester C(C1=CC=CC=C1)OC(=O)N1CCC(CC1)CN1CCC(CC1)CC1CNC1